tert-butyl 5-amino-4-(7-hydroxy-1-oxo-6-vinylisoindolin-2-yl)-5-oxopentanoate NC(C(CCC(=O)OC(C)(C)C)N1C(C2=C(C(=CC=C2C1)C=C)O)=O)=O